3-(7-fluoro-6-(2-methylpyrimidin-5-yl)-5H-pyrrolo[2,3-b]pyrazin-2-yl)-2,4-dimethylphenol FC1=C(NC2=NC=C(N=C21)C=2C(=C(C=CC2C)O)C)C=2C=NC(=NC2)C